3-(benzyloxy)-1-(2-(2-fluorophenyl)-2-oxoethyl)-2-methylpyridin-4(1H)-one C(C1=CC=CC=C1)OC1=C(N(C=CC1=O)CC(=O)C1=C(C=CC=C1)F)C